racemic-4-chloro-1-(3-methoxyphenyl)-1-butanol ClCCC[C@@H](O)C1=CC(=CC=C1)OC |r|